[Na+].ClC1=C(C=CC(=C1)Cl)[O-] 2,4-dichlorophenolate sodium